Methyl (7-(butylamino)-1-(4-(chloromethyl)-2-methoxybenzyl)-3-methyl-1H-pyrazolo[4,3-d]pyrimidin-5-yl)carbamate C(CCC)NC=1C2=C(N=C(N1)NC(OC)=O)C(=NN2CC2=C(C=C(C=C2)CCl)OC)C